anilinosulfonate N(C1=CC=CC=C1)S(=O)(=O)[O-]